S1C(=NC2=C1C=CC=C2)NC2=CC(=C(N=N2)NC=2SC=C(N2)C(=O)OCC)C ethyl 2-({6-[(1,3-benzothiazol-2-yl) amino]-4-methylpyridazin-3-yl} amino)-1,3-thiazole-4-carboxylate